sodium phosphate sodium sulfate sodium salt [Na+].S(=O)(=O)([O-])[O-].[Na+].P(=O)([O-])(O)O.[Na+]